[OH-].[OH-].[Mg+2] Magnesium DiHydroxide